O[C@@H]1C[C@@H]2C(C[C@H]3[C@@H]4CC[C@H]([C@@H](CCCC(C)(C)O)C)[C@]4(CC[C@@H]3[C@]2(CC1)C)C)=O 3β,25-dihydroxy-5α-cholestan-6-one